N,N-bis(4'-(tert-butyl)-[1,1'-biphenyl]-4-yl)-3-chloronaphthalen-1-amine C(C)(C)(C)C1=CC=C(C=C1)C1=CC=C(C=C1)N(C1=CC(=CC2=CC=CC=C12)Cl)C1=CC=C(C=C1)C1=CC=C(C=C1)C(C)(C)C